N-(3-chloro-5-(methylsulfonamido)phenyl)-1-(1-methyl-2-oxopiperidin-4-yl)-1H-pyrazole-4-carboxamide ClC=1C=C(C=C(C1)NS(=O)(=O)C)NC(=O)C=1C=NN(C1)C1CC(N(CC1)C)=O